FC=1C(=C(C=CC1F)[C@H]1[C@@H](O[C@](C1)(C(F)(F)F)C)C(=O)NC=1C=NC(=NC1)[C@H](CO)O)OC (2R,3S,5R)-3-(3,4-difluoro-2-methoxyphenyl)-N-(2-((R)-1,2-dihydroxyethyl)pyrimidin-5-yl)-5-methyl-5-(trifluoromethyl)tetrahydrofuran-2-carboxamide